N-[3-(7-{[(3S,4R)-3-fluoro-1-methylpiperidin-4-yl]amino}-3-(2,2,2-trifluoroethyl)pyrazolo[1,5-a]pyridin-2-yl)prop-2-yn-1-yl]-5-methyl-1H-pyrrole-3-carboxamide F[C@H]1CN(CC[C@H]1NC1=CC=CC=2N1N=C(C2CC(F)(F)F)C#CCNC(=O)C2=CNC(=C2)C)C